CC1(CC[N+]2=NOC(C21)=O)C 4,4-dimethyl-3-oxo-3a,4,5,6-tetrahydro-3H-pyrrolo[1,2-c][1,2,3]oxadiazol-7-ium